C1(CC(CCC1)CN)CN cyclohexane-1,3-diyldimethanamine